NC1=C(C=C(C=N1)NC(C(=O)N1[C@H](CC[C@@H](C1)C)C1=CC=C2C=CC(=NC2=C1)C#N)=O)CC N-(6-amino-5-ethylpyridin-3-yl)-2-((2R,5S)-2-(2-cyanoquinolin-7-yl)-5-methylpiperidin-1-yl)-2-oxoacetamide